C1(CCCC1)O[C@@H](CC=1SC=2C(N1)=C(C=C(C2)COC)C(=O)O)[C@H](O)C2=CC(=C(C(=C2)OC)C)OC 2-((2S,3r)-2-(cyclopentyloxy)-3-(3,5-dimethoxy-4-methylphenyl)-3-hydroxypropyl)-6-(methoxymethyl)benzo[d]thiazole-4-carboxylic acid